4-((6-bromo-5-fluoropyridin-3-yl)methyl)morpholine BrC1=C(C=C(C=N1)CN1CCOCC1)F